ClC=1C=C(O[C@@H]2CN(CC2)C2CCN(CC2)C(=O)OC(C)(C)C)C=CC1C(N(C)C)=O (S)-tert-butyl 4-(3-(3-chloro-4-(dimethylcarbamoyl)phenoxy)pyrrolidin-1-yl)piperidine-1-carboxylate